O=C1NC(CCC1N1C(C2=CC=C(C=C2C1=O)N1CCN(CC1)CCC(=O)O)=O)=O 3-(4-(2-(2,6-dioxopiperidin-3-yl)-1,3-dioxoisoindolin-5-yl)piperazin-1-yl)propanoic acid